4-N-(6-Hexyl)pyrimidin-2,4,6-triamin CCCCCCNC1=NC(=NC(=C1)N)N